7-CHLORO-4-((5-(PYRIDIN-2-YL)-4H-1,2,4-TRIAZOL-3-YL)METHYL)-2H-BENZO[B][1,4]THIAZIN-3(4H)-ONE ClC=1C=CC2=C(SCC(N2CC2=NN=C(N2)C2=NC=CC=C2)=O)C1